tert-butyl 7-[2-[4-(4-chlorophenyl)-5-[2-(trifluoromethyl)-4-pyridinyl] imidazol-1-yl] acetyl]-2,7-diazaspiro[3.5]nonane-2-carboxylate ClC1=CC=C(C=C1)C=1N=CN(C1C1=CC(=NC=C1)C(F)(F)F)CC(=O)N1CCC2(CN(C2)C(=O)OC(C)(C)C)CC1